Natrium (S)-3-(3-(1,5-Dimethyl-4-oxido-2-oxo-1,2-dihydropyridin-3-yl)ureido)-3-(3'-fluorobiphenyl-3-yl)propanoat CN1C(C(=C(C(=C1)C)[O-])NC(N[C@@H](CC(=O)[O-])C=1C=C(C=CC1)C1=CC(=CC=C1)F)=O)=O.[Na+].[Na+]